OC1=C(C=CC=C1)C1CO1 2-(2-hydroxyphenyl) ethylene oxide